OCCN1CCN(CC1)C(C)=O 1-[4-(2-hydroxyethyl)-1-piperazinyl]ethanone